CC1=C(C=CC=C1NC(=O)C1=NN2C(C(CCC2)NCCO)=C1)C1=C(C(=CC=C1)NC(=O)C1=NN2C(C(CCC2)NCCO)=C1)C N,N'-(2,2'-dimethyl-[1,1'-biphenyl]-3,3'-diyl)bis(4-((2-hydroxyethyl)amino)-4,5,6,7-tetrahydropyrazolo[1,5-a]pyridine-2-carboxamide)